C1(CCCC1)N1CC(CCC1)C=1C(=NC(=CC1)C1=CC=C(C=C1)F)C 3-(1-cyclopentylpiperidin-3-yl)-6-(4-fluorophenyl)-2-methylpyridine